ClC(C(=O)N1CCOC12CCCCC2)Cl 4-(dichloroacetyl)-1-oxa-4-azaspiro[4.5]-decane